C(CC)C1(C=CC=C1)[Mo] propylcyclopentadienylmolybdenum(I)